(4-chlorobenzyl)((7-(5-(chlorodifluoromethyl)-1,2,4-oxadiazol-3-yl)-2-methylimidazo[1,2-a]pyridin-3-yl)imino)(methyl)-λ6-sulfanone ClC1=CC=C(CS(=O)(C)=NC2=C(N=C3N2C=CC(=C3)C3=NOC(=N3)C(F)(F)Cl)C)C=C1